6-((4-Ethynylphenyl)imino)-6λ4-dibenzo[d,f][1,3,2]dioxathiepine 6-oxide C(#C)C1=CC=C(C=C1)N=S1(OC2=C(C3=C(O1)C=CC=C3)C=CC=C2)=O